5''-chloro-6''-methoxy-2''-{(2R)-3-[(4-methoxyphenyl)methoxy]-2-methylpropyl}dispiro[[1,3]dioxolane-2,1'-cyclohexane-4',1''-isoindol]-3''(2''H)-one ClC=1C=C2C(N(C3(C2=CC1OC)CCC1(CC3)OCCO1)C[C@H](COCC1=CC=C(C=C1)OC)C)=O